FC1=CC=C(C=C1)N1N=CC2=CC(=C(C=C12)C)C12CN(CC2C1C1=CC=CC=C1)C1=NC=CC=N1 1-(4-fluorophenyl)-6-methyl-5-(6-phenyl-3-(pyrimidin-2-yl)-3-azabicyclo[3.1.0]hexane-1-yl)-1H-indazole